C(#N)C1=C(C=C(C=C1F)C=C(C)C)N1C(CN(CC1)C(=O)OC(C)(C)C)CC tert-butyl 4-(2-cyano-3-fluoro-5-(2-methylprop-1-en-1-yl)phenyl)-3-ethylpiperazine-1-carboxylate